1-(2,4-difluoro-3-(3-(piperazin-1-yl)quinoxaline-6-carbonyl)phenyl)-3-(3-fluorophenyl)urea FC1=C(C=CC(=C1C(=O)C=1C=C2N=C(C=NC2=CC1)N1CCNCC1)F)NC(=O)NC1=CC(=CC=C1)F